5-(1-methyl-1H-benzo[d][1,2,3]triazol-6-yl)-N-(2-oxaspiro[3.3]heptan-6-yl)pyrrolo[2,1-f][1,2,4]triazin-2-amine CN1N=NC2=C1C=C(C=C2)C=2C=CN1N=C(N=CC12)NC1CC2(COC2)C1